tert-butyl rac-(2R,5S)-2-(2,5-dimethylpyrazol-3-yl)-5-methyl-piperidine-1-carboxylate CN1N=C(C=C1[C@@H]1N(C[C@H](CC1)C)C(=O)OC(C)(C)C)C |r|